tert-Butyl 2-oxo-3-azabicyclo[3.1.0]hexane-3-carboxylate O=C1C2CC2CN1C(=O)OC(C)(C)C